(5-(7,7-difluoro-2-((2S,3R)-3-hydroxy-2-methylazetidin-1-yl)-6,7-dihydro-5H-cyclopenta[d]pyrimidin-4-yl)-2-fluorophenyl)(imino)(methyl)-λ6-sulfanone FC1(CCC2=C1N=C(N=C2C=2C=CC(=C(C2)S(=O)(C)=N)F)N2[C@H]([C@@H](C2)O)C)F